ClC1=CN=CC(=N1)COC1=CC=C(C=C1)C=1C=C(C(NC1C(F)(F)F)=O)C(=O)N 5-(4-((6-Chloropyrazin-2-yl)methoxy)phenyl)-2-oxo-6-(trifluoromethyl)-1,2-dihydropyridine-3-carboxamide